3-(4-pyridazin-3-ylpyridazinium-1-yl)propanoic acid hydrogen sulfate S(=O)(=O)(O)[O-].N1=NC(=CC=C1)C1=CN=[N+](C=C1)CCC(=O)O